FC=1C=2N(C=C(C1)NC(=O)C1=CC=C(C3=CN(N=C13)CC1(COC1)O)N1CCN(CC1)C(=O)OC(C)(C)C)C=C(N2)C tert-butyl 4-[7-({8-fluoro-2-methylimidazo[1,2-a]pyridin-6-yl}carbamoyl)-2-[(3-hydroxyoxetan-3-yl)methyl]indazol-4-yl]piperazine-1-carboxylate